5-(5-Cyclopropyl-2-fluoropyridin-3-yl)-1-(oxan-4-yl)-N-[(3S)-2-oxo-5-phenyl-1,3-dihydro-1,4-benzodiazepin-3-yl]pyrazole-4-carboxamide C1(CC1)C=1C=C(C(=NC1)F)C1=C(C=NN1C1CCOCC1)C(=O)N[C@@H]1C(NC2=C(C(=N1)C1=CC=CC=C1)C=CC=C2)=O